ClC1=C(C=CC(=C1)F)S(=O)(=O)NC=1C=C(C=NC1OC)C=1C=CC=2N=CN=CC2N1 6-(5-((2-Chloro-4-fluorophenyl)sulfonamido)-6-methoxypyridin-3-yl)pyrido[3,2-d]pyrimidine